6-fluoro-N-(6-(2-(hydroxymethyl)phenyl)-5-(trifluoromethyl)pyridin-2-yl)pyridine-2-sulfonamide FC1=CC=CC(=N1)S(=O)(=O)NC1=NC(=C(C=C1)C(F)(F)F)C1=C(C=CC=C1)CO